[Cl-].FC=1C=C(C=NC1)C=1N=C(C2=C(N1)C[NH2+]CC2)NCCC2=C(NC1=CC=CC=C21)C(F)(F)F 2-(5-Fluoropyridin-3-yl)-4-({2-[2-(trifluoromethyl)-1H-indol-3-yl]ethyl}amino)-5H,6H,7H,8H-pyrido[3,4-d]pyrimidin-7-ium chloride